bisaminomethylfurane NCC1=C(OC=C1)CN